(4-fluorophenyl)-7-(1-((tetrahydro-2H-pyran-4-yl)methyl)piperidin-4-yl)-5H-pyrrolo[3,2-d]pyrimidine FC1=CC=C(C=C1)C=1N=CC2=C(N1)C(=CN2)C2CCN(CC2)CC2CCOCC2